(1-(tert-butyl)-3-((1S,3R)-3-((tert-butyldimethylsilyl)oxy)cyclopentyl)-1H-pyrazol-5-yl)carbamate C(C)(C)(C)N1N=C(C=C1NC([O-])=O)[C@@H]1C[C@@H](CC1)O[Si](C)(C)C(C)(C)C